2-methyl-3-oxo-N-(4-((phenylamino)methyl)phenyl)-3,4-dihydro-2H-benzo[b][1,4]thiazine-6-carboxamide CC1C(NC2=C(S1)C=CC(=C2)C(=O)NC2=CC=C(C=C2)CNC2=CC=CC=C2)=O